COC(NC1=CC=C2C3=CNC([C@H](CCCCCC(NC2=C1)=O)NC(\C=C\C1=C(C=CC(=C1)Cl)N1N=NN=C1)=O)=N3)=O {(S)-15-[(E)-3-(5-Chloro-2-tetrazol-1-yl-phenyl)-acryloylamino]-9-oxo-8,17,19-triaza-tricyclo[14.2.1.02,7]nonadeca-1(18),2,4,6,16(19)-pentaen-5-yl}-carbamic Acid methyl ester